COC=1C=C(C=C(C1)OC)N(C(=O)C=1N=C(SC1)C#C)C1C(N(CC1)C1=NC=C(C=N1)F)=O N-(3,5-Dimethoxyphenyl)-2-ethynyl-N-(1-(5-fluoropyrimidin-2-yl)-2-oxopyrrolidin-3-yl)thiazole-4-carboxamide